[4-(1H-pyrazol-4-yl)phenyl]ethanol N1N=CC(=C1)C1=CC=C(C=C1)C(C)O